BrC1=CC=C(OC=2N(C=CN2)C)C=C1 2-(4-bromophenoxy)-1-methyl-1H-imidazole